CNC1=NC(=C2N=CN(C2=N1)C1OCCCC1)NCC1=CC=CO1 (Methylamino)-6-furfurylamino-9-(tetrahydro-2H-pyran-2-yl)-9H-purine